FC(C1=NN=C(O1)C=1C=CC(=NC1)CN1C(C2=C(C=CC=C2C(C1=O)(C)C)C=1C=NC=CC1)=O)F 2-((5-(5-(difluoromethyl)-1,3,4-oxadiazole-2-yl)pyridine-2-yl)methyl)-4,4-dimethyl-8-(pyridine-3-yl)isoquinoline-1,3(2H,4H)-dione